(S)-N-(2-Methoxy-5-(4-(trifluoromethyl)phenoxy)phenyl)-1-methyl-5-oxo-pyrrolidine-2-carboxamide COC1=C(C=C(C=C1)OC1=CC=C(C=C1)C(F)(F)F)NC(=O)[C@H]1N(C(CC1)=O)C